tert-butyl (4,4-difluorocyclohexyl)(2-(4-(hydroxymethyl)thiazol-2-yl)-6-((1-methyl-1H-1,2,4-triazol-3-yl)methoxy)pyrimidin-4-yl)carbamate FC1(CCC(CC1)N(C(OC(C)(C)C)=O)C1=NC(=NC(=C1)OCC1=NN(C=N1)C)C=1SC=C(N1)CO)F